(S,Z)-N-(1-(3-(difluoro(1-isopropylpiperidin-4-yl)methyl)-2-fluorophenyl)ethylidene)-2-methylpropane-2-sulfinamide FC(C=1C(=C(C=CC1)\C(\C)=N/[S@@](=O)C(C)(C)C)F)(C1CCN(CC1)C(C)C)F